tert-butyl 5-bromo-4-(1-(difluoromethyl) cyclopropane-1-carboxamido)-1H-indole-1-carboxylate BrC=1C(=C2C=CN(C2=CC1)C(=O)OC(C)(C)C)NC(=O)C1(CC1)C(F)F